FC1=CC=C(C=C1)NC(=O)[C@H]1N(CCC1)C1=NC(=CC(=C1)C(F)(F)F)C (S)-N-(4-fluorophenyl)-1-(6-methyl-4-(trifluoromethyl)pyridin-2-yl)pyrrolidine-2-carboxamide